FC=1C=C(C=C2C=CC=NC12)CN1C=NC=2C1=NC(=CN2)C2=CC=CC1=CC=CC=C21 8-fluoro-6-((6-(1-naphthyl)-1H-imidazo[4,5-b]pyrazin-1-yl)methyl)quinoline